FC(OC[C@@H](C1=CC(=CC=C1)OC(F)(F)F)NC(C[C@@H](C1(CC1)C(F)(F)F)O)=O)F (S)-N-((R)-2-(Difluoromethoxy)-1-(3-(trifluoromethoxy)phenyl)ethyl)-3-hydroxy-3-(1-(trifluoromethyl)cyclopropyl)propanamid